N-[5-[[3-cyano-7-(cyclopropylamino)pyrazolo[1,5-a]pyrimidin-5-yl]amino]-2-methylphenyl]acetamide C(#N)C=1C=NN2C1N=C(C=C2NC2CC2)NC=2C=CC(=C(C2)NC(C)=O)C